The molecule is a member of the class of bilenes that is 1,2,3,21-tetrahydro-5,7-ethanobilene-a-19(16H),5(1),5(2)-trione which is substituted at positions 2, 8, 13 and 18 by methyl groups and at positions 1, 3, 12 and 17 by carboxy, 2-carboxyethyl, ethyl and vinyl groups, respectively (the 1S,2S,3S diastereoisomer). It has a role as a member of oxidized luciferins. It is a member of bilenes, an oxo dicarboxylic acid, an amino dicarboxylic acid and a non-proteinogenic L-alpha-amino acid. It is a conjugate acid of an oxidized dinoflagellate luciferin(2-). CCC1=C(NC(=C1C)CC2C(=C(C(=O)N2)C)C=C)CC3=C(C4=C(N3)/C(=C\\5/[C@H]([C@@H]([C@H](N5)C(=O)O)C)CCC(=O)O)/C(=O)C4=O)C